NC1(CCN(CC1)C=1C=2N(C=CN1)C(=NC2)SC2=C(C(=NC=C2)N)Cl)C ((8-(4-amino-4-methylpiperidin-1-yl)imidazo[1,5-a]pyrazin-3-yl)thio)-3-chloropyridin-2-amine